COC([C@H](C)OC=1C=NC=2N(C1)N=CC2Br)=O.C2(=C(C=CC=C2)C2=C(C(=C(C1=C2SC2=C1C=CC=C2)C2=CC=CC=C2)C2=NN=NC(=C2C2=C(C=CC=C2)C2=CC=CC=C2)C2=C(C=CC=C2)C2=CC=CC=C2)C2=C(C=CC=C2)C2=CC=CC=C2)C2=CC=CC=C2 bis(biphenylyl)[bis(biphenylyl)triazinyl]phenyldibenzothiophene methyl-(2S)-2-(3-bromopyrazolo[1,5-a]pyrimidin-6-yl)oxypropanoate